1,11-undecanediol dimethacrylate C(C(=C)C)(=O)OCCCCCCCCCCCOC(C(=C)C)=O